tert-butyl 7-(1-((2-methyl-2H-indazol-5-yl)carbamoyl)-2,3-dihydro-1H-pyrrolo[2,3-b]pyridin-4-yl)-4,7-diazaspiro[2.5]octane-4-carboxylate CN1N=C2C=CC(=CC2=C1)NC(=O)N1CCC=2C1=NC=CC2N2CCN(C1(CC1)C2)C(=O)OC(C)(C)C